10-ethoxy-1-phenyl-2,5,8,11-tetraoxatridecane C(C)OC(COCCOCCOCC1=CC=CC=C1)OCC